1-methyl-5-((3-(3-(1-piperidinylmethyl)phenoxy)propyl)amino)-1H-1,2,4-triazole-3-ethanol CN1N=C(N=C1NCCCOC1=CC(=CC=C1)CN1CCCCC1)CCO